FC1=C(C=CC(=C1)F)N1N=NC(=C1)C(CC)N1C=C(C2=C1N=CN=C2N)C=2C=NC(=NC2)C(F)(F)F 7-{1-[1-(2,4-difluorophenyl)-1H-1,2,3-triazol-4-yl]propyl}-5-[2-(trifluoromethyl)pyrimidin-5-yl]-7H-pyrrolo[2,3-d]pyrimidin-4-amine